CC=1C(=C2C=NNC2=CC1)OC=1C=CC=C2C(=C(C(=NC12)OC[C@H]1N(CCC1)C)C#N)N1CCNCC1 (S)-8-((5-methyl-1H-indazol-4-yl)oxy)-2-((1-methylpyrrolidin-2-yl)methoxy)-4-(piperazin-1-yl)quinolin-3-carbonitrile